γ-mercaptopropyl-methyldimethoxysilane 1-chloroethyl-hexadecanoate (1-chloroethyl-palmitate) ClC(C)C(C(=O)O)CCCCCCCCCCCCCC.ClC(C)OC(CCCCCCCCCCCCCCC)=O.SCCC[Si](OC)(OC)C